FC(C1=NC(=NC(=N1)C(F)(F)F)N1[C@H](C=2NC3=CC=C(C=C3C2CC1)Cl)C[C@@H]1OCOCC1)(F)F (1S)-2-[4,6-bis(trifluoromethyl)-1,3,5-triazin-2-yl]-6-chloro-1-{[(4S)-1,3-dioxan-4-yl]methyl}-2,3,4,9-tetrahydro-1H-pyrido[3,4-b]indole